COC=1C=CC=2NC3=CC=CC=C3OC2C1 3-methoxy-phenoxazine